N(=C=S)CCOCCOCCN=C=S 1,8-diisothiocyanato-3,6-dioxa-octane